3,3'-dimethyl-4,4-biphenyldiamine CC1C=C(C=CC1(N)N)C1=CC(=CC=C1)C